8-methyl-8-(trifluoromethyl)-7,8-dihydro-6H-pyrazolo[1,5-a]pyrrolo[2,3-e]pyrimidine-2-carbonitrile CC1(CNC=2C=NC=3N(C21)N=C(C3)C#N)C(F)(F)F